3-bromo-5-(4-pyridinyl)pyridin-2-amine BrC=1C(=NC=C(C1)C1=CC=NC=C1)N